C1(CC1)C(CNC1=NN2C(C=N1)=C(C=C2)C=2C=CC=1N(N2)C=CN1)(F)F N-(2-cyclopropyl-2,2-difluoroethyl)-5-(imidazo[1,2-b]pyridazin-6-yl)pyrrolo[2,1-f][1,2,4]triazin-2-amine